N1C=CC2=C1NC=C2 1,6-dihydropyrrolo[2,3-b]pyrrole